Methyl {(1R,5S,6s)-3-[2-chloro-6-(trifluoromethyl)pyrimidin-4-yl]-3-azabicyclo[3.1.0]hex-6-yl}acetate ClC1=NC(=CC(=N1)N1C[C@@H]2C([C@@H]2C1)CC(=O)OC)C(F)(F)F